FC(C(=O)O)(F)F.CC(C(=O)O)(C)NC 2-methyl-2-(methylamino)propanoic acid trifluoroacetate salt